OC[C@@H]1N(C[C@@H]([C@H]([C@@H]1O)O)O)CCC1=CC=C(C=C1)OC1=CC=CC=C1 (2S,3R,4R,5S)-2-(hydroxymethyl)-1-(4-phenoxyphenethyl)piperidine-3,4,5-triol